C(C1=CC=CC=C1)N1C(C2=CC=C(C=C2C1)O)=O 2-benzyl-5-hydroxy-2,3-dihydro-isoindol-1-one